1-(difluoromethyl)-2-oxo-pyridine-3-carboxylic acid FC(N1C(C(=CC=C1)C(=O)O)=O)F